2,10-diethyl-4,8-di-t-butyl-6-[3-(3,5-di-t-butyl-4-hydroxyphenyl)propoxy]-12H-dibenzo[d,g][1,3,2]dioxaphosphocin C(C)C1=CC2=C(OP(OC3=C(C2)C=C(C=C3C(C)(C)C)CC)OCCCC3=CC(=C(C(=C3)C(C)(C)C)O)C(C)(C)C)C(=C1)C(C)(C)C